N1(CCC1)CCN1N(C=CC1C=1N=CC=NC1C=1C=C2C=CC=NC2=C(C1)Cl)C N2-(2-(azetidin-1-yl)ethyl)-6-(8-chloroquinolin-6-yl)-5-(1-methyl-1H-pyrazol-3-yl)pyrazine